(S)-8-(difluoromethoxy)-5'-iodo-2',3'-dihydro-3H-spiro[imidazo[1,2-a]pyridine-2,1'-indene]-6-carbonitrile FC(OC=1C=2N(C=C(C1)C#N)C[C@@]1(CCC3=CC(=CC=C13)I)N2)F